N-(4-(4-(4-Cyano-2-methylphenyl)piperazin-1-yl)phenyl)-4-methoxybenzamid C(#N)C1=CC(=C(C=C1)N1CCN(CC1)C1=CC=C(C=C1)NC(C1=CC=C(C=C1)OC)=O)C